C(#N)C1=CC=C(C=C1)C1=CC=C(C=C1)C1=CC=C(C=C1)C1=CC=C(C=C1)N1N=C2C(=N1)C=CC(=C2)C=2C1=CC=CC=C1C=1C=CC=CC1C2 2-(4'''-cyano-[1,1':4',1'':4'',1''']quaterphenyl-4-yl)-5-(phenanthren-9-yl)-2H-benzotriazole